2-butyl-6,7-dichloro-2-cyclopentyl-5-methoxy-2,3-dihydro-1H-inden-1-one C(CCC)C1(C(C2=C(C(=C(C=C2C1)OC)Cl)Cl)=O)C1CCCC1